7-(8-ethynyl-7-fluoronaphthalen-1-yl)-8-fluoro-2-methoxy-4-((1R,5R,7S)-7-methyl-2,6-diazabicyclo[3.2.0]heptan-6-yl)-1,6-naphthyridine C(#C)C=1C(=CC=C2C=CC=C(C12)C1=NC=C2C(=CC(=NC2=C1F)OC)N1[C@@H]2CCN[C@@H]2[C@@H]1C)F